COC1=C(CN2C(CCCC2)(C(=O)O)CO)C(=CC(=C1)\C=C\C=1C(=C(C=CC1)C1=CC=CC=C1)C)OC (E)-1-(2,6-dimethoxy-4-(2-(2-methylbiphenyl-3-yl)vinyl)benzyl)-2-hydroxymethylpiperidine-2-carboxylic acid